C1(=CC(=CC(=C1)C(=O)NN)C(=O)NN)C(=O)NN 1,3,5-benzenetrihydrazide